C(C)(C)(C)[C@@H]1CC2=C(C3CC(C(=CN13)C(=O)OCC)=O)OC1=C2C=CC(=C1)OC ethyl (6S)-6-(tert-butyl)-10-methoxy-2-oxo-1,6,7,12b-tetrahydro-2H-benzofuro[2,3-a]quinolizine-3-carboxylate